4-fluoro-4-methyl-1-oxopentan-2-aminium chloride [Cl-].FC(CC(C=O)[NH3+])(C)C